NCC(=O)O.NCC(=O)O.[Ca] calcium di-glycine